ClC=1C=C2C=NNC2=C(C1)C1(C=C2C(CN(C2)C(=O)C2CCOCC2)=C1)O ((3ar,5r,6as)-5-(5-chloro-1H-indazol-7-yl)-5-hydroxycyclopenta[c]pyrrol-2(1H)-yl)(tetrahydro-2H-pyran-4-yl)methanone